CC([C@H]1CC[C@H]2C3=CCC4CC(CC[C@]4(C)[C@H]3CC[C@]12C)=O)=O 7-pregnene-3,20-dione